(1-(3,5-difluorophenyl)-4-(4-fluorophenyl)-1H-pyrazol-3-yl)-3-(2-(2-oxo-2,3-dihydro-1H-benzo[d]imidazol-5-yl)ethyl)oxazolidin-4-one FC=1C=C(C=C(C1)F)N1N=C(C(=C1)C1=CC=C(C=C1)F)C1OCC(N1CCC1=CC2=C(NC(N2)=O)C=C1)=O